3-(3-methoxyphenyl)-3-[4-(7H-pyrrolo[2,3-d]pyrimidin-4-yl)-1H-pyrazol-1-yl]propanenitrile trifluoroacetate FC(C(=O)O)(F)F.COC=1C=C(C=CC1)C(CC#N)N1N=CC(=C1)C=1C2=C(N=CN1)NC=C2